NC1=NN(C(=C1NCCO)N)C 3,5-diamino-4-(β-hydroxy-ethyl)amino-1-methylpyrazole